F\C(=C/C=1C=C(C(=O)NCC(C(C)(C)C)O)C=CC1C)\C=1C=NC=C(C1)CN1CCN(CC1)C 3-[(Z)-2-fluoro-2-{5-[(4-methylpiperazin-1-yl)methyl]pyridin-3-yl}vinyl]-N-(2-hydroxy-3,3-dimethylbutyl)-4-methylbenzamide